2-(2-methoxy-4-(2-methyl-2H-tetrazol-5-yl)phenyl)-7-(2,2,6,6-tetramethyl-1,2,3,6-tetrahydropyridin-4-yl)imidazo[1,2-a]pyrimidine COC1=C(C=CC(=C1)C=1N=NN(N1)C)C=1N=C2N(C=CC(=N2)C=2CC(NC(C2)(C)C)(C)C)C1